FC1=C(C=CC=C1)NCC#CC=1N(C=2C=CC=C(C2C1)NC1CCN(CC1)C)CC(F)(F)F 2-{3-[(2-fluorophenyl)amino]prop-1-yn-1-yl}-N-(1-methylpiperidin-4-yl)-1-(2,2,2-trifluoroethyl)-1H-indol-4-amine